COC1=C(C(=CC=C1)OC)[C+]1C=2SC(=CC2P(C2=C1SC(=C2)C2=CC=C(C=C2)N(C2=CC=CC=C2)C2=CC=CC=C2)(C2=CC=CC=C2)=O)C2=CC=C(C=C2)N(C2=CC=CC=C2)C2=CC=CC=C2 8-{2,6-dimethoxyphenyl}-2,6-bis{4-[diphenylamino]phenyl}-4-phenyl-8H-phosphinino{3,2-b:5,6-b'}dithiophen-8-ylium P-oxide